3-(2H-1,2,3-triazol-2-yl)cyclobutane-1-carboxylic acid methyl ester COC(=O)C1CC(C1)N1N=CC=N1